tert-butyl (R)-3-(2-oxo-2,3-dihydro-1H-imidazo[4,5-c]pyridin-1-yl)piperidine-1-carboxylate O=C1N(C2=C(C=NC=C2)N1)[C@H]1CN(CCC1)C(=O)OC(C)(C)C